(S)-N-(3-(((2,2-dimethyl-1,3-dioxolan-4-yl)methyl)amino)-4-fluorobenzyl)-6'-fluoro-1'-methyl-4'-oxo-3',4'-dihydro-1'H-spiro[piperidine-4,2'-quinoline]-1-carboxamide CC1(OC[C@@H](O1)CNC=1C=C(CNC(=O)N2CCC3(N(C4=CC=C(C=C4C(C3)=O)F)C)CC2)C=CC1F)C